1-(3-cyano-5-(difluoromethyl)phenyl)-1H-pyrazol C(#N)C=1C=C(C=C(C1)C(F)F)N1N=CC=C1